ClC=1SC2=C(C1)CCC(C2)N(C(OC(C)(C)C)=O)C tert-butyl N-(2-chloro-4,5,6,7-tetrahydrobenzothiophen-6-yl)-N-methyl-carbamate